NC1=C(C=C(C=N1)C=1C=C2N(N1)CCC21CN(CC1)C(=O)N[C@H](C)C=1C=NC(=NC1)C)OC(F)(F)F 2'-[6-amino-5-(trifluoromethoxy)pyridin-3-yl]-N-[(1R)-1-(2-methylpyrimidin-5-yl)ethyl]-5',6'-dihydrospiro[pyrrolidine-3,4'-pyrrolo[1,2-b]pyrazole]-1-carboxamide